2-(2-amino-6-((4-fluorophenyl)amino)-9H-purin-9-yl)-N-(1,3-dimethyl-1H-pyrazol-5-yl)acetamide NC1=NC(=C2N=CN(C2=N1)CC(=O)NC1=CC(=NN1C)C)NC1=CC=C(C=C1)F